2-Ethylhexyliso-stearat C(C)C(COC(CCCCCCCCCCCCCCC(C)C)=O)CCCC